4-(aminomethyl)-6-(5-chloropyridin-3-yl)phthalazin-1(2H)-one NCC1=NNC(C2=CC=C(C=C12)C=1C=NC=C(C1)Cl)=O